2-(3-(1,1,1-Trifluoro-3-(4-methyl-4H-1,2,4-triazol-3-yl)propan-2-yl)phenyl)-4-(trifluoromethyl)isoindolin-1-one FC(C(CC1=NN=CN1C)C=1C=C(C=CC1)N1C(C2=CC=CC(=C2C1)C(F)(F)F)=O)(F)F